(1R,3R)-3-(4-amino-3-iodo-1h-pyrazolo[3,4-d]pyrimidin-1-yl)cyclohexyl acetate C(C)(=O)O[C@H]1C[C@@H](CCC1)N1N=C(C=2C1=NC=NC2N)I